(3S,4S)-8-[8-(2-chloro-3-methoxyphenyl)imidazo[1,2-c]pyrimidin-5-yl]-3-methyl-2-oxa-8-azaspiro[4.5]decan-4-amine ClC1=C(C=CC=C1OC)C=1C=2N(C(=NC1)N1CCC3([C@@H]([C@@H](OC3)C)N)CC1)C=CN2